5-(1-(2,6-dichloropyridin-4-yl)-3-methylcyclobutyl)-4-methyl-4H-1,2,4-triazole-3-thiol ClC1=NC(=CC(=C1)C1(CC(C1)C)C=1N(C(=NN1)S)C)Cl